CN1N=CC(=C1)N1N=C(C=C(C1=O)C(=O)OC)C1=CC=C(C=C1)OC(F)(F)F methyl 2-(1-methyl-1H-pyrazol-4-yl)-3-oxo-6-[4-(trifluoromethoxy) phenyl]-2,3-dihydropyridazine-4-carboxylate